(3S,4S) and (3R,4R)-2-[4-(1-acetylpiperidin-4-yl)phenyl]-3-(2,3-dihydro-1,4-benzodioxin-6-yl)-1-oxo-1,2,3,4-tetrahydroisoquinoline-4-carboxylic acid C(C)(=O)N1CCC(CC1)C1=CC=C(C=C1)N1C(C2=CC=CC=C2[C@@H]([C@H]1C1=CC2=C(OCCO2)C=C1)C(=O)O)=O |r|